ClC1=CC(=CC=C1)C1(CC1)N=C=S 1-chloro-3-(1-isothiocyanatocyclopropyl)benzene